1-[2-chloro-4-(trifluoromethyl)phenyl]-4-[6-(2-ethoxyphenyl)-5-fluoropyridin-3-yl]-N-[(3S)-1-methylpyrrolidin-3-yl]piperidine-4-carboxamide ClC1=C(C=CC(=C1)C(F)(F)F)N1CCC(CC1)(C(=O)N[C@@H]1CN(CC1)C)C=1C=NC(=C(C1)F)C1=C(C=CC=C1)OCC